ClC1=CC(=C(C=C1)[C@@H]1OC2=C(C=CC=C2C=C1)C1CCN(CC1)CN1OC(=NC1C1=CC2=C(C=N1)NC(=N2)C[C@@H]2OCC2)C(F)(F)F)F 2-((4-((R)-2-(4-chloro-2-fluorophenyl)-2H-chromen-8-yl)piperidin-1-yl)Methyl)-3-(((S)-oxetane-2-yl)methyl-3H-imidazo[4,5-c]pyridin-6-yl)-5-(trifluoromethyl)-1,2,4-oxadiazole